COC=1C=C(C=CC1OC)C=1NC2=CC=C(C=C2C1CC(F)(F)F)C1CCN(CC1)CC(=O)N1C[C@H](CC1)N(C)C (S)-2-(4-(2-(3,4-dimethoxyphenyl)-3-(2,2,2-trifluoroethyl)-1H-indol-5-yl)piperidin-1-yl)-1-(3-(dimethylamino)pyrrolidin-1-yl)ethan-1-one